O[C@@H]([C@@H](C=C)NC(OC(C)(C)C)=O)C tert-butyl (3R,4R)-4-hydroxypent-1-en-3-ylcarbamate